ClC1=NC=CC2=C1C=C(N2C)C2=C(C=C(C=C2)[N+](=O)[O-])C 4-chloro-1-methyl-2-(2-methyl-4-nitrophenyl)-1H-pyrrolo[3,2-c]pyridine